N,N-bis(2-hydroxypropyl)-N-(2-hydroxyethyl)amine sulfamate S(N)(O)(=O)=O.OC(CN(CCO)CC(C)O)C